CC1=C(C(=O)O)C=CC(=C1)O.COC(=O)C1=CC=C(O)C=C1 methyl-paraben (methyl para-hydroxybenzoate)